ClC=1C=C(C=CC1)C1=CN(C=2N=CN=C(C21)N2CCOCC2)C 4-(5-(3-chlorophenyl)-7-methyl-7H-pyrrolo[2,3-d]pyrimidin-4-yl)morpholine